FC1=CC2=C(N=CCCS2(=O)=O)C=C1C=1N=NN(N1)CC(C)(C)O 8-fluoro-7-[2-(2-hydroxy-2-methyl-propyl)tetrazol-5-yl]-1,1-dioxo-2,3-dihydro-1λ6,5-benzothiazepine